Cl.Cl.Cl.[Cl-].[Na+] sodium chloride-Tris-HCl